N-(3-Cyanophenyl)-2-(3-(3-(Pentan-3-Ylcarbamoyl)-1H-Pyrazol-5-yl)Phenyl)Oxazole-5-Carboxamide C(#N)C=1C=C(C=CC1)NC(=O)C1=CN=C(O1)C1=CC(=CC=C1)C1=CC(=NN1)C(NC(CC)CC)=O